BrC1=CC=C(C=C1)N1CCN(CC1)C=1C=CC2=C(NC(=N2)CC(F)(F)F)C1 6-(4-(4-bromophenyl)piperazin-1-yl)-2-(2,2,2-trifluoroethyl)-1H-benzo[d]imidazole